3,3,3-trifluoropropyl (3R,4S)-3-(5-{4-amino-5-[(4,4-difluoropiperidin-1-yl)methyl]pyrrolo[2,1-f][1,2,4]triazin-7-yl}-2-methoxypyridine-3-amido)-4-fluoropyrrolidine-1-carboxylate NC1=NC=NN2C1=C(C=C2C=2C=C(C(=NC2)OC)C(=O)N[C@@H]2CN(C[C@@H]2F)C(=O)OCCC(F)(F)F)CN2CCC(CC2)(F)F